(R)-4-(4-(1-(3-amino-5-trifluoromethylphenyl)ethylamino)-2-methylquinazolin-6-yl)-1-methyl-1,4-azaphosphinane-4-oxide NC=1C=C(C=C(C1)C(F)(F)F)[C@@H](C)NC1=NC(=NC2=CC=C(C=C12)P1(CCN(CC1)C)=O)C